1,2-dichlorocyclohexane ClC1C(CCCC1)Cl